CO\N=C\1/CCCC2=CC(=CC=C12)Cl (E)-6-chloro-3,4-dihydronaphthalen-1(2H)-one O-methyl oxime